C(C)(=O)N1C(CCC1)C1=C(N(C=C1)S(N)(=O)=O)C(=O)O 3-[1-Acetylpyrrolidin-2-yl]-1-sulfamoyl-pyrrole-2-carboxylic acid